8-Chloro-N-(8,9-difluoro-6-oxo-1,4,5,6-tetrahydro-2H-pyrano[3,4-c]isoquinolin-1-yl)-N-methylindolizine-2-carboxamide ClC1=CC=CN2C=C(C=C12)C(=O)N(C)C1COCC=2NC(C=3C=C(C(=CC3C21)F)F)=O